CN1C2=CC=CC=C2C=2C=CN=C(C12)CNC1=NC=CC=2C3=CC=CC=C3N(C12)CC1=CC=C(C=C1)F N-[(9-methyl-beta-carbolin-1-yl)methyl]-9-(4-fluorobenzyl)-beta-carbolin-1-amine